C(C)(=O)C(C(=O)OC(C)C)CCC 2-methyl-2-ethyl acetylvalerate